2-(2-chlorophenyl)-N-[4-(3-fluorophenoxy)-3-sulfamoylphenyl]acetamide ClC1=C(C=CC=C1)CC(=O)NC1=CC(=C(C=C1)OC1=CC(=CC=C1)F)S(N)(=O)=O